6-[2-cyano-3-[[ethyl(methyl)sulfamoyl]amino]-6-fluoro-phenoxy]-3-[1-[1-[2-[4-[4-(2,6-dioxo-3-piperidyl)-2-fluoro-phenyl]-1-piperidyl]acetyl]-4-piperidyl]pyrazol-4-yl]-4-oxo-quinazoline C(#N)C1=C(OC=2C=C3C(N(C=NC3=CC2)C=2C=NN(C2)C2CCN(CC2)C(CN2CCC(CC2)C2=C(C=C(C=C2)C2C(NC(CC2)=O)=O)F)=O)=O)C(=CC=C1NS(N(C)CC)(=O)=O)F